[Si]([O-])([O-])([O-])[O-].[Ni+2].[W+4] tungsten-nickel silicate